C(#N)C=1C=CC(=NC1)COC1=CC=CC(=N1)N1CCCCC1 (6-((5-cyanopyridin-2-yl)methoxy)pyridin-2-yl)piperidine